1,2-diphenylethane-1,2-dione C1(=CC=CC=C1)C(C(=O)C1=CC=CC=C1)=O